C(C)(C)(C)OC(=O)N1CCC(CC1)NC1=CC=C(C=C1)C1=CC=C(C=C1)C tert-Butyl-4-((4'-methyl-[1,1'-biphenyl]-4-yl)amino)piperidine-1-carboxylate